FC1CC(N(C1)C(CC1=CN=C2N1C=CC=C2)=O)C(=O)NC(C2=CC=C(C=C2)C(C)C)C2=CC=CC=C2 4-fluoro-1-(2-{imidazo[1,2-a]pyridin-3-yl}acetyl)-N-{phenyl[4-(propan-2-yl)phenyl]methyl}pyrrolidine-2-carboxamide